FC1=CC=C(C=C1)CN1CC2CN(CC2C1)C1=CC(N(C=2C=CC(=NC12)C#N)C)=O 8-[2-[(4-fluorophenyl)methyl]-1,3,3a,4,6,6a-hexahydropyrrolo[3,4-c]pyrrol-5-yl]-5-methyl-6-oxo-1,5-naphthyridine-2-carbonitrile